N1CCC(CC1)N1CCN(CC1)C(=O)[O-] 4-(Piperidin-4-yl)piperazine-1-carboxylate